N-(2-(4-cyclopropylpiperazin-1-yl)-5-(4-(2,6-dichloro-3,5-dimethoxyphenyl)imidazo[1,2-a][1,6]naphthyridin-8-yl)-4-methoxyphenyl)vinylsulphonamide C1(CC1)N1CCN(CC1)C1=C(C=C(C(=C1)OC)C1=NC=C2C=C(C=3N(C2=C1)C=CN3)C3=C(C(=CC(=C3Cl)OC)OC)Cl)C=CNS(=O)=O